CS(=O)(=O)O.CS(=O)(=O)O methanesulfonic acid (methanesulfonate)